methyl 5-[[(8-fluoro-1,2,3,5,6,7-hexahydro-s-indacen-4-yl)carbamoyl]aminosulfonyl]-3-methylfuran-2-carboxylate FC=1C=2CCCC2C(=C2CCCC12)NC(=O)NS(=O)(=O)C1=CC(=C(O1)C(=O)OC)C